2-(4-(4-(aminomethyl)-1-oxo-1,2-dihydrophthalazin-6-yl)-1-methyl-1H-pyrazol-5-yl)-6-ethoxybenzonitrile NCC1=NNC(C2=CC=C(C=C12)C=1C=NN(C1C1=C(C#N)C(=CC=C1)OCC)C)=O